(S)-4-(1-(3-(3-chloro-4-fluorophenyl)-1-methylureido)ethyl)-N,N-dimethylisoquinoline-1-carboxamide ClC=1C=C(C=CC1F)NC(N(C)[C@@H](C)C1=CN=C(C2=CC=CC=C12)C(=O)N(C)C)=O